(1S,2S)-2-azido-2-(2-chlorophenyl)cyclohexane-1-ol N(=[N+]=[N-])[C@]1([C@H](CCCC1)O)C1=C(C=CC=C1)Cl